C1(=CC=C(C=C1)C(=O)N1CC(CCC1)C=1C=C(OC(C(=O)O)(C)C)C=CC1)C1=CC=CC=C1 2-(3-(1-([1,1'-biphenyl]-4-carbonyl)piperidin-3-yl)phenoxy)-2-methylpropanoic acid